BrC=1C=C(C=C2CCC3(OCCO3)C12)F 7-bromo-5-fluoro-2,3-dihydrospiro[indene-1,2'-[1,3]dioxolane]